(E)-(2-(4-(1H-pyrazol-1-yl)phenyl)-6-(2-methoxyvinyl)pyridin-4-yl)(4-(methylsulfonyl)piperazin-1-yl)methanone N1(N=CC=C1)C1=CC=C(C=C1)C1=NC(=CC(=C1)C(=O)N1CCN(CC1)S(=O)(=O)C)\C=C\OC